C(C)(C)(C)OC(=O)NC(C)(C)C1=CC=C2C(=N1)NC(=C2)C2=NC1=C(N2C)C(=CC(=C1)C(=O)OC(C)C)OC isopropyl 2-(6-(2-((tert-butoxycarbonyl)amino)propan-2-yl)-1H-pyrrolo[2,3-b]pyridin-2-yl)-7-methoxy-1-methyl-1H-benzo[d]imidazole-5-carboxylate